5-Bromo-3-(trifluoromethyl)pyridine-2-carbaldehyde BrC=1C=C(C(=NC1)C=O)C(F)(F)F